N[C@@H](CCC(=O)[O-])C(=O)OC(CCCCCCCCCCCCC)=O Myristoyl Glutamate